Z-acrylic acid C(C=C)(=O)O